O([C@H]1[C@H](O)[C@@H](O)[C@H](O)[C@H](O1)CO)C(C)C Isopropyl β-d-glucopyranoside